4-(1-(4-(5-(difluoromethyl)-1,3,4-oxadiazol-2-yl)-2-fluorobenzyl)-2-oxo-1,4-dihydroquinazolin-3(2H)-yl)piperidine-1-carboxylic acid tert-butyl ester C(C)(C)(C)OC(=O)N1CCC(CC1)N1C(N(C2=CC=CC=C2C1)CC1=C(C=C(C=C1)C=1OC(=NN1)C(F)F)F)=O